FC(CC=1C(=NOC1)C(CC)O)(F)F 1-[4-(2,2,2-trifluoroethyl)isoxazol-3-yl]propan-1-ol